4-[4-(2,2-difluoroethoxy)-7-(pyridin-2-yl)-5H-pyrrolo[3,2-d]pyrimidin-6-yl]pyridin-2-amine FC(COC=1C2=C(N=CN1)C(=C(N2)C2=CC(=NC=C2)N)C2=NC=CC=C2)F